FC=1C=C(C=CC1)C1=N[C@H](C(NC2=C1C=CC=C2C)=O)N2C([C@@H]([C@@H](C2=O)CCC(F)(F)F)CCC(F)(F)F)=O (2R,3S)-N-((3S)-5-(3-fluorophenyl)-9-methyl-2-oxo-2,3-dihydro-1H-1,4-benzodiazepin-3-yl)-2,3-bis(3,3,3-trifluoropropyl)succinimide